1-ethyl-4-methylpyridinium bromide [Br-].C(C)[N+]1=CC=C(C=C1)C